4-ISOCYANOACETOPHENONE CC(=O)C1=CC=C(C=C1)[N+]#[C-]